adenosine diphosphate disodium salt [Na+].[Na+].P([O-])(=O)(OP(=O)([O-])O)OC[C@@H]1[C@H]([C@H]([C@@H](O1)N1C=NC=2C(N)=NC=NC12)O)O